NC=1C=C(C(=C(C1)C=1C=NC2=CC(=NC=C2C1)N(C)CC1=CC=C(C=C1)OC)C)Cl 3-(5-amino-3-chloro-2-methylphenyl)-N-(4-methoxybenzyl)-N-methyl-1,6-naphthyridin-7-amine